4-butyl-phenyllithium C(CCC)C1=CC=C(C=C1)[Li]